N-tetradecyl-8-phenyl-7-methoxy-furo[3,2-h]quinolin-6-one C(CCCCCCCCCCCCC)N1C(=C(C(C=2C=CC3=C(C12)OC=C3)=O)OC)C3=CC=CC=C3